(5aS,6R,11bS)-3-(2-(2H-1,2,3-triazol-2-yl)ethyl)-14-(cyclopropylmethyl)-10-methoxy-2,3,4,5,6,7-hexahydro-6,11b-(epiminoethano)naphtho[1,2-d]azepin-5a(1H)-ol N=1N(N=CC1)CCN1CC[C@@]23[C@@](CC1)([C@@H](CC1=CC=C(C=C12)OC)N(CC3)CC3CC3)O